(R)-N-((S)-1'-(5-((2-amino-3-chloropyridin-4-yl)thio)-3-(hydroxymethyl)-6-methylpyrazin-2-yl)-1,3-dihydrospiro[indene-2,4'-piperidin]-1-yl)-2-methylpropan-2-sulfinamide NC1=NC=CC(=C1Cl)SC=1N=C(C(=NC1C)N1CCC2(CC1)[C@@H](C1=CC=CC=C1C2)N[S@](=O)C(C)(C)C)CO